4-(((5-Phenylthieno[2,3-d]pyrimidin-4-yl)amino)methyl)benzenesulfonamide C1(=CC=CC=C1)C1=CSC=2N=CN=C(C21)NCC2=CC=C(C=C2)S(=O)(=O)N